1,2,3,4-tetrahydroquinoline-1-carboxylate N1(CCCC2=CC=CC=C12)C(=O)[O-]